C1(CC1)C([C@@H](C(=O)NC1=CC=C(C=C1)C=1N(C=NC1C(C)C)C)NC(=O)C=1N(N=CC1)C(C)C)C1CC1 N-[(1S)-1-(dicyclopropylmethyl)-2-[4-(5-isopropyl-3-methyl-imidazol-4-yl)anilino]-2-oxo-ethyl]-2-isopropyl-pyrazole-3-carboxamide